O(C1=CC=CC=C1)C1=CC=C(C(=O)NCC(=O)N2[C@@H](CC(C2)C2=C(C=CC=C2)C)C(=O)O)C=C1 (S)-1-((4-phenoxybenzoyl)glycyl)-4-(o-tolyl)pyrrolidine-2-carboxylic acid